FC(C(=O)O)(F)F.NCC(CC=1N(C(NN1)=O)CC=1SC(=CC1)C=1CCN(CC1)C(C)=O)=C(F)F [2-(aminomethyl)-3,3-difluoro-allyl]-4-[[5-(1-acetyl-3,6-dihydro-2H-pyridin-4-yl)-2-thienyl]methyl]-1,2,4-triazol-3-one trifluoroacetate salt